BrC1=CC=C(C=C1)[C@@H](C)[C@]1(C(N(C(C1)=O)CC1=CC=C(C=C1)OC)=O)C (3S)-3-[(1R)-1-(4-bromophenyl)ethyl]-1-[(4-methoxyphenyl)methyl]-3-methyl-pyrrolidine-2,5-dione